N1-(9-phenyl-9H-carbazol-3-yl)-N4-(4-((9-phenyl-9H-carbazol-3-yl)amino)phenyl)benzene-1,4-diamine C1(=CC=CC=C1)N1C2=CC=CC=C2C=2C=C(C=CC12)NC1=CC=C(C=C1)NC1=CC=C(C=C1)NC=1C=CC=2N(C3=CC=CC=C3C2C1)C1=CC=CC=C1